3-(4,4,5,5-tetramethyl-1,3,2-dioxaborolan-2-yl)-6,7-dihydro-5H-pyrrolo[1,2-a]imidazole ethyl-2-(1'-{2-azaspiro[3.3]heptan-6-yl}-5'-fluoro-[4,6'-biindazol]-1-yl)acetate C(C)OC(CN1N=CC=2C(=CC=CC12)C1=C(C=C2C=NN(C2=C1)C1CC2(CNC2)C1)F)=O.CC1(OB(OC1(C)C)C1=CN=C2N1CCC2)C